4-oxo-6-(trifluoromethyl)-1,4-dihydroquinoline-3-carboxylic acid O=C1C(=CNC2=CC=C(C=C12)C(F)(F)F)C(=O)O